N1C(=C(C2=C(C(=C(C(=C12)[2H])[2H])[2H])[2H])CCN(C([2H])([2H])[2H])C([2H])([2H])[2H])[2H] 2-(1H-indol-3-yl-2,4,5,6,7-d5)-N,N-di(methyl-d3)ethan-1-amine